C(C)(C)(C)OC(=O)N1C[C@@H](CC1)N1N=C(C=C1)NC=1SC(=CN1)C(=O)O 2-[[1-[(3R)-1-tert-butoxycarbonylpyrrolidin-3-yl]pyrazol-3-yl]amino]thiazole-5-carboxylic acid